N-((3R,4S)-3-hydroxytetrahydro-2H-pyran-4-yl)-5-methyl-6-(1-methyl-1H-pyrazol-3-yl)-4-((6-methylpyridin-3-yl)methyl)picolinamide O[C@H]1COCC[C@@H]1NC(C1=NC(=C(C(=C1)CC=1C=NC(=CC1)C)C)C1=NN(C=C1)C)=O